N-[2-(dimethylphosphoryl)-4-fluoro-3-methoxyphenyl]-2,2-dimethylpropionamide CP(=O)(C)C1=C(C=CC(=C1OC)F)NC(C(C)(C)C)=O